(4-(5-amino-4-methylisoxazol-3-yl)piperidin-1-yl)(3-chloro-4-(trifluoromethyl)phenyl)methanone NC1=C(C(=NO1)C1CCN(CC1)C(=O)C1=CC(=C(C=C1)C(F)(F)F)Cl)C